CC1(OCC(O1)(C#C[Si](C(C)C)(C(C)C)C(C)C)CO)C (2,2-dimethyl-4-((triisopropylsilyl)ethynyl)-1,3-dioxolan-4-yl)methanol